C(CC(=O)OC(C)C1CC(CCC1)(C)C)(=O)OCC 3-O-[1-(3,3-dimethylcyclohexyl)ethyl] 1-O-ethyl propanedioate